(E)-ethyl 2-(2-(2-bromo-4-fluorophenyl)hydrazono)propanoate BrC1=C(C=CC(=C1)F)N\N=C(\C(=O)OCC)/C